4-(methylsulfonyl)benzyl (1-hydroxy-7-methyl-1,3-dihydrobenzo[c][1,2]oxaborole-6-carbonyl)-L-valinate OB1OCC2=C1C(=C(C=C2)C(=O)N[C@@H](C(C)C)C(=O)OCC2=CC=C(C=C2)S(=O)(=O)C)C